ethyl (2S,3S)-2-(((S)-tert-butylsulfinyl)amino)-3-phenylpent-4-enoate C(C)(C)(C)[S@](=O)N[C@H](C(=O)OCC)[C@@H](C=C)C1=CC=CC=C1